tri(p-ethoxyphenyl)arsine C(C)OC1=CC=C(C=C1)[As](C1=CC=C(C=C1)OCC)C1=CC=C(C=C1)OCC